S(=O)(=O)(O)O.C1(=CC=CC=C1)NC(=N)NC1=CC=CC=C1 1,3-diphenylguanidine sulfate